N1(CCCCC1)C1=C(C=CC=C1)S(=O)(=O)NC1=CC=C(C=C1)S(NCCC)(=O)=O 2-(piperidin-1-yl)-N-(4-(N-propylsulfamoyl)phenyl)benzenesulfonamide